FC1=CC=C(C=C1)C1=NC2=C(N1)C=CC=C2OC 2-(4-fluorophenyl)-4-methoxy-1H-benzimidazole